4-hydroxy-N-(2-methyl-1-naphthyl)pyridine-2-carboxamide OC1=CC(=NC=C1)C(=O)NC1=C(C=CC2=CC=CC=C12)C